2,3,5-trifluoroaniline FC1=C(N)C=C(C=C1F)F